6-amino-N-(2-{9-amino-2-oxa-7-azaspiro[4.4]nonan-7-yl}-5,6,7,8-tetrahydroquinolin-6-yl)-2-methylthieno[2,3-d][1,3]thiazole-5-carboxamide NC1=C(SC=2N=C(SC21)C)C(=O)NC2CC=1C=CC(=NC1CC2)N2CC1(CCOC1)C(C2)N